CC1=CC=C(/C(=C\2/CC3=CC=CN3C2)/S)C=C1 (E)-2-(4-methyl-mercaptobenzylidene)-2,3-dihydropyrrolizine